2,2-dimethyl-6-(4,4,5,5-tetramethyl-1,3,2-dioxaborolan-2-yl)-2H-pyrido[3,2-b][1,4]oxazin-3(4H)-one CC1(C(NC2=C(O1)C=CC(=N2)B2OC(C(O2)(C)C)(C)C)=O)C